N-methylpyridine chloride salt [Cl-].CN1CC=CC=C1